tin-lead alloyl-tin C(C=C)(=O)[Sn].[Pb].[Sn]